CN1CCN(CC1)C1=CC=C(C=N1)NC1=NC2=C(C=CC=C2C=N1)C1CN(CCO1)C(C=C)=O 1-(2-(2-((6-(4-methylpiperazin-1-yl)pyridin-3-yl)amino)quinazolin-8-yl)morpholinyl)prop-2-en-1-one